C(C=C)(=O)OCCOC(NCCCCC)=O 2-((pentylcarbamoyl)oxy)ethyl acrylate